3-phthalimidophenylacetic acid C1(C=2C(C(N1C=1C=C(C=CC1)CC(=O)O)=O)=CC=CC2)=O